5'-bromo-1'-(4-chloro-3-fluorophenyl)-3,3-dimethyl-1',2'-dihydrospiro[cyclobutane-1,3'-pyrrolo[3,2-b]pyridine] BrC1=CC=C2C(=N1)C1(CN2C2=CC(=C(C=C2)Cl)F)CC(C1)(C)C